4-(((1-isopropyl-1H-pyrazol-4-yl)sulfonyl)methyl)piperidine C(C)(C)N1N=CC(=C1)S(=O)(=O)CC1CCNCC1